5-[[(dimethyl)silyl]oxymethyl]-2-fluoro-aniline C[SiH](OCC=1C=CC(=C(N)C1)F)C